(Z)-3-butenyl-5-hydroxyphthalide C(=C/CC)/C1OC(=O)C2=CC=C(C=C12)O